4-hydroxy-5-methoxy-1-methyl-2-oxo-1,2-dihydroquinolin-3-carboxylic acid OC1=C(C(N(C2=CC=CC(=C12)OC)C)=O)C(=O)O